C(#N)CC=1C(=C(C(=O)N)C=CC1C1=NC(=NC=C1C)NC=1C=NN(C1)C1CC1)F (cyanomethyl)-4-(2-((1-cyclopropyl-1H-pyrazol-4-yl)amino)-5-methylpyrimidin-4-yl)-2-fluorobenzamide